C(C)(C)(C)[Si](OCCN1N=C(C=C1C(C)=O)OC(C)C)(C)C 1-[2-[2-[tert-butyl-(dimethyl)silyl]oxyethyl]-5-isopropoxy-pyrazol-3-yl]ethanone